2-isopropyl-1,3-dioxane-5-formamide C(C)(C)C1OCC(CO1)C(=O)N